3-(2-fluoro-5-methylphenyl)-2-methyl-2,6-dihydropyrrolo[3,4-c]pyrazole-5(4H)-carbonitrile FC1=C(C=C(C=C1)C)C1=C2C(=NN1C)CN(C2)C#N